O.ClC(C(C)(O)C)(Cl)Cl.ClC(C(C)(O)C)(Cl)Cl 1,1,1-trichloro-2-methyl-2-propanol hemihydrate